N-(4-(7-amino-4-oxo-3-(tetrahydrofuran-2-yl)-4,5-dihydro-1H-pyrazolo[3,4-d]pyridazin-1-yl)benzyl)-5-fluoro-2-methoxybenzamide NC1=NNC(C2=C1N(N=C2C2OCCC2)C2=CC=C(CNC(C1=C(C=CC(=C1)F)OC)=O)C=C2)=O